C1(CCCC1)N(C(=O)OCC1=C(C=NN1C)C=1N=C(C(=NC1)O[C@@H]1C[C@H](CCC1)C(=O)O)C)C (1S,3S)-3-((5-(5-(((cyclopentyl-(methyl)carbamoyl)oxy)methyl)-1-methyl-1H-pyrazol-4-yl)-3-methyl-pyrazin-2-yl)oxy)cyclohexane-1-carboxylic acid